N-(2-chloro-3-((3,5-dimethyl-4-oxo-3,4-dihydroquinazolin-6-yl)amino)-4-fluorophenyl)-2-methoxyethane-1-sulfonamide ClC1=C(C=CC(=C1NC=1C(=C2C(N(C=NC2=CC1)C)=O)C)F)NS(=O)(=O)CCOC